NC1=C2C(=NC=N1)N(N=C2C2=CC=C(C=C2)OC2=CC=CC=C2)[C@H]2[C@H](CN(CC2)C(=O)OC(C)(C)C)F tert-butyl (3S,4R)-4-(4-amino-3-(4-phenoxyphenyl)-1H-pyrazolo[3,4-d]pyrimidin-1-yl)-3-fluoropiperidine-1-carboxylate